ClC=1CCOC1 4-chloro-2,3-dihydrofuran